ClC1=C(C=C2C(N(CN(C2=C1)C1=C(C(=C(C=C1)F)F)C)C1=C(NC(C=C1)=O)C)=O)F 7-chloro-1-(3,4-difluoro-2-methylphenyl)-6-fluoro-3-(2-methyl-6-oxo-1,6-dihydropyridin-3-yl)-2,3-dihydroquinazolin-4(1H)-one